3-((4-(1-(tert-butoxycarbonyl)piperidin-4-yl)phenyl)ethynyl)-4-(((1-methyl-1H-pyrazol-3-yl)methyl)sulfonyl)benzoic acid C(C)(C)(C)OC(=O)N1CCC(CC1)C1=CC=C(C=C1)C#CC=1C=C(C(=O)O)C=CC1S(=O)(=O)CC1=NN(C=C1)C